BrC=1C=CC2=CN(N=C2C1)C1=CC=C(N)C=C1 4-(6-bromo-2H-indazol-2-yl)aniline